[Hf].B.[Fe].[Co] cobalt iron boran hafnium